((1S,6R,7R)-7-(2-fluorophenyl)-3-(3-(isoquinolin-6-yl)-1H-pyrazolo[3,4-b]pyrazin-6-yl)-3-azabicyclo[4.1.0]heptan-7-yl)methanamine FC1=C(C=CC=C1)[C@]1([C@@H]2CCN(C[C@H]12)C1=CN=C2C(=N1)NN=C2C=2C=C1C=CN=CC1=CC2)CN